C1(CC1)C1=C(C=NC2=CC=CN=C12)NC1=CC=C(C=C1)[C@H](C(F)(F)F)N(C(=O)C1CCC(CC1)O)C (1r,4S)-N-((S)-1-(4-((4-cyclopropyl-1,5-naphthyridin-3-yl)amino)phenyl)-2,2,2-trifluoroethyl)-4-hydroxy-N-methylcyclohexane-1-carboxamide